C(C1=CC=CC=C1)O[C@@H]1C[C@]2(N(C=3C(=NN=C(C3)C3=C(C(=CC(=C3)F)F)OC)N(C2)C(=O)OC(C)(C)C)C1)CC tert-butyl (6aR,8R)-8-(benzyloxy)-2-(3,5-difluoro-2-methoxyphenyl)-6a-ethyl-6a,7,8,9-tetrahydropyrrolo[1',2':4,5]pyrazino[2,3-c]pyridazine-5(6H)-carboxylate